8-(2,6-difluorobenzyl)imidazo[1,2-a]pyrazine-6-carbonitrile FC1=C(CC=2C=3N(C=C(N2)C#N)C=CN3)C(=CC=C1)F